ClC1=C(COC=2C(=NC=C(N2)C=2C=C3C(=CNC3=CC2)CN2CCOCC2)N)C(=CC=C1F)F 3-(2-chloro-3,6-difluoro-benzyloxy)-5-(3-morpholin-4-ylmethyl-1H-indol-5-yl)-pyrazin-2-ylamine